COC1=CC=CC(=N1)C1=NN2C(COC(C2)(C)C)=C1C1=C2C(=NC=C1)NN=C2 2-(6-Methoxypyridin-2-yl)-6,6-dimethyl-3-(1H-pyrazolo[3,4-b]pyridin-4-yl)-6,7-dihydro-4H-pyrazolo[5,1-c][1,4]oxazine